CN(C(CC)=O)C(C(=O)N)C [methyl(propanoyl)amino]propanamide